CN1C(=NC(=C1)[N+](=O)[O-])C(=O)OCC ethyl 1-methyl-4-nitroimidazole-2-carboxylate